NNC(OCCOC(F)(F)F)=O 2-(trifluoro-methoxy)ethyl N-amino-carbamate